ClC=1C=CC(=C2C=CC=NC12)N1C[C@@H](O[C@@H](C1)C)C(=O)N[C@H]1CNC[C@H]1F (2R,6R)-4-(8-chloro-5-quinolyl)-N-[(3S,4R)-4-fluoropyrrolidin-3-yl]-6-methyl-morpholine-2-carboxamide